(4R)-3-[[5-[3-(Difluoromethyl)-4-fluoro-phenyl]-2-methoxy-3-pyridyl]methyl]-4-methyl-oxazolidin-2-one FC(C=1C=C(C=CC1F)C=1C=C(C(=NC1)OC)CN1C(OC[C@H]1C)=O)F